tetrabutyl-titanium bromide [Br-].C(CCC)[Ti](CCCC)(CCCC)CCCC